COC(=O)C1=C(C=C2CCN(C2=C1)C1COCC1)N 5-amino-N-(tetrahydrofuran-3-yl)indoline-6-carboxylic acid methyl ester